1-(4-(8-cyclopentyl-3-hydroxy-6,7-dihydro-5H-benzo[7]annulen-9-yl)phenyl)piperidine-4-carbaldehyde C1(CCCC1)C=1CCCC2=C(C1C1=CC=C(C=C1)N1CCC(CC1)C=O)C=CC(=C2)O